ClC=1C=C2C(=C(C=NC2=CC1C(F)(F)F)S(=O)(=O)N1CCSCC1)O 6-chloro-3-thiomorpholinylsulfonyl-7-(trifluoromethyl)quinolin-4-ol